NC1=CC=C(C=C1)S(=O)(N1CCN(CC1)C1=NC(=CC(=C1)C(F)(F)F)Cl)=NC#N [(4-Aminophenyl)-[4-[6-chloro-4-(trifluoromethyl)-2-pyridyl]piperazin-1-yl]-oxo-λ^{6}-sulfanylidene]cyanamide